ethylmethylamine C(C)NC